C1([N+](=O)[O-])=CC([N+](=O)[O-])=CC([N+](=O)[O-])=C1[O-].[Ag+] Silver picrate